3-amino-4-(7-fluoro-1H-indazol-4-yl)-6-[1-(oxan-4-yl)piperidin-4-yl]-1H-1,10-phenanthrolin-2-one NC=1C(NC2=C3N=CC=CC3=C(C=C2C1C1=C2C=NNC2=C(C=C1)F)C1CCN(CC1)C1CCOCC1)=O